CC(C)=C1C(CCCC1)(C1CCCCC1)O (propane-2,2-diyl)bicyclohexanol